O1COC2=C1C=CC(=C2)NC(C(C)SC2=NN=C(N2CC2=CC=CC=C2)N2CCOCC2)=O N-(2H-1,3-benzodioxol-5-yl)-2-{[4-benzyl-5-(morpholin-4-yl)-4H-1,2,4-triazol-3-yl]sulfanyl}propanamide